FC(=CC1=CC=C(C=C1)Cl)F 1-(2,2-difluorovinyl)-4-chlorobenzene